6-((allyloxy)carbonyl)-N2-(1-(ethoxycarbonyl)cyclobutane-1-carbonyl)-L-lysine C(C=C)OC(=O)C(CCC[C@H](NC(=O)C1(CCC1)C(=O)OCC)C(=O)O)N